(dibenzothiophenyl)[bis(biphenylyl)triazinyl]biphenyl C1(=CC=CC=2SC3=C(C21)C=CC=C3)C=3C(=C(C=CC3)C3=CC=CC=C3)C3=NN=NC(=C3C3=C(C=CC=C3)C3=CC=CC=C3)C3=C(C=CC=C3)C3=CC=CC=C3